C(C)N1CCC(=CC1)C=1C=CC=2N(N1)C(C=C(N2)C2=CC1=C(N=C(O1)C)C=C2)=O 7-(1-ethyl-1,2,3,6-tetrahydropyridin-4-yl)-2-(2-methyl-1,3-benzoxazol-6-yl)-4H-pyrimido[1,2-b]pyridazin-4-one